1-allyl-2-(o-tolyl)-1H-benzo[d]imidazole C(C=C)N1C(=NC2=C1C=CC=C2)C2=C(C=CC=C2)C